COC1=C(C=C2C=CC=C(C2=C1)S(=O)(=O)O)C(=O)OC 7-Methoxy-6-(methoxycarbonyl)naphthalene-1-sulfonic acid